(5R,6R)-3-(6-bromo-1H-indol-3-yl)-5,6-diphenyl-5,6-dihydropyrazine-2(1H)-one BrC1=CC=C2C(=CNC2=C1)C=1C(N[C@@H]([C@H](N1)C1=CC=CC=C1)C1=CC=CC=C1)=O